(4-fluoro-3-(hydroxymethyl)phenyl)boronic acid FC1=C(C=C(C=C1)B(O)O)CO